C(#N)C1=CC=C(C=C1)C1=CC(=CC=C1)C(=O)N1C[C@]2(CC1)C=C(C(C(C2)(C)C)=O)C#N (5R)-2-(4'-cyano[1,1'-biphenyl]-3-carbonyl)-9,9-dimethyl-8-oxo-2-azaspiro[4.5]dec-6-ene-7-carbonitrile